N[C@H](CO)C=C (2S)-2-amino-3-butene-1-ol